NS(=O)(=O)C1=CC=C(C=C1)CNC1=NC(=NC(=C1C)N1CCOCC1)NC=1SC(=C(N1)C)C(=O)OCC 2-[[4-[[[4-(Aminosulfonyl)phenyl]methyl]amino]-5-methyl-6-(4-morpholinyl)-2-pyrimidinyl]amino]-4-methyl-5-thiazolecarboxylic acid, ethyl ester